4-(1-Cyclohexyl-2-methoxy-ethyl)piperazine C1(CCCCC1)C(COC)N1CCNCC1